(1S,2S)-N-((5-chloro-6-((3-methylisoxazol-5-yl)methoxy)-1H-indol-2-yl)methyl)-2-hydroxycyclobutane-1-carboxamide ClC=1C=C2C=C(NC2=CC1OCC1=CC(=NO1)C)CNC(=O)[C@@H]1[C@H](CC1)O